1,3-dimethyl-1H-benzo[d]imidazol-3-ium CN1C=[N+](C2=C1C=CC=C2)C